FC1=CC=C(CN)C=C1 4-fluorobenzylamine